FC1=CC=C(C=C1)CCC(=O)N1C=NC=C1 3-(4-fluorophenyl)-1-imidazol-1-yl-propan-1-one